ClC1=C(C(=O)O)C=C(C=C1)OC=1NC=2C(=NC(=C(C2)Cl)C2=CC=C(C=C2)C2=CC=C(C=C2)CNCCOCCO)N1 2-chloro-5-((6-chloro-5-(4'-(((2-(2-hydroxyethoxy)ethyl)amino)methyl)-[1,1'-biphenyl]-4-yl)-1H-imidazo[4,5-b]pyridin-2-yl)oxy)benzoic acid